N-((1S)-1-cycloheptyl-2-((2-((R)-4-isopropyl-2-oxoimidazolidin-1-yl)-2-((methyl-d3)carbamoyl)-2,3-dihydro-1H-inden-5-yl)amino)-2-oxoethyl)-1-methyl-1H-pyrazole-5-carboxamide C1(CCCCCC1)[C@@H](C(=O)NC=1C=C2CC(CC2=CC1)(C(NC([2H])([2H])[2H])=O)N1C(N[C@@H](C1)C(C)C)=O)NC(=O)C1=CC=NN1C